4-(2-isopropylphenyl)-6-methyl-1,2,3,5-tetrahydro-s-indacene C(C)(C)C1=C(C=CC=C1)C1=C2CCCC2=CC=2C=C(CC12)C